3-((R)-3-(1-(1-((R)-1-(2,4-dichlorophenyl)ethyl)-1H-[1,2,3]triazolo[4,5-b]pyridin-6-yl)azetidin-3-yl)piperidin-1-yl)-1-methylcyclobutane-1-carboxylic acid methyl ester COC(=O)C1(CC(C1)N1C[C@H](CCC1)C1CN(C1)C=1C=C2C(=NC1)N=NN2[C@H](C)C2=C(C=C(C=C2)Cl)Cl)C